2,2-difluoro-6-(5-fluoro-6-(2,2,2-trifluoroethoxy)pyridin-3-yl)-7-((5-methoxy-7-methyl-1H-indol-4-yl)methyl)-7-azaspiro[3.5]nonane FC1(CC2(C1)CC(N(CC2)CC2=C1C=CNC1=C(C=C2OC)C)C=2C=NC(=C(C2)F)OCC(F)(F)F)F